(1S,4s)-N1-(4-(4-(trifluoromethyl)piperidin-1-yl)phenyl)cyclohexane-1,4-diamine FC(C1CCN(CC1)C1=CC=C(C=C1)NC1CCC(CC1)N)(F)F